FC1=C2C(C(=C(C(C2=CC(=C1)F)=O)C)CC1=NC=C(C=C1)C(F)(F)F)=O 5,7-difluoro-2-methyl-3-((5-(trifluoromethyl)pyridin-2-yl)methyl)naphthalene-1,4-dione